3-bromoisonicotinamide BrC1=C(C(=O)N)C=CN=C1